6'-((1s,4S)-4-hydroxy-4-methylcyclohexyl)-1,2'-dimethyl-5',6'-dihydro-7'H-spiro[azetidine-3,8'-pyrido[4,3-d]pyrimidin]-7'-one OC1(CCC(CC1)N1CC2=C(N=C(N=C2)C)C2(C1=O)CN(C2)C)C